(2S)-2-(((2-(3-chlorophenyl)-2-methyl-1-phenylpropoxy)carbonyl)amino)-3-(3,4-dichlorophenyl)propanoic acid ClC=1C=C(C=CC1)C(C(OC(=O)N[C@H](C(=O)O)CC1=CC(=C(C=C1)Cl)Cl)C1=CC=CC=C1)(C)C